6-ethyl-5-pyrrolidin-1-yl-pyrazine C(C)C1=C(N=CC=N1)N1CCCC1